zinc-copper oxide [Cu]=O.[Zn]